C(C)(C)OC(=O)N1CCN(CC1)C1=NC=2N(C=C1)N=CC2Cl 4-(3-chloropyrazolo[1,5-a]pyrimidin-5-yl)piperazine-1-carboxylic acid isopropyl ester